ClC=1C=CC2=C(N=C(O2)NC(CN2N=C(C(=CC2=O)OCC(C)C)C(C)C)=O)C1 N-(5-chlorobenzo[d]oxazol-2-yl)-2-(4-isobutoxy-3-isopropyl-6-oxopyridazin-1(6H)-yl)acetamide